5-bromo-10-(2-bromophenyl)-2-(9H-carbazol-9-yl)-10H-spiro[acridin-9,9'-fluorene] BrC1=C2N(C=3C=CC(=CC3C3(C4=CC=CC=C4C=4C=CC=CC34)C2=CC=C1)N1C2=CC=CC=C2C=2C=CC=CC12)C1=C(C=CC=C1)Br